6-(2-benzotriazolyl)-4-tert-octyl-6'-methyl-2,2'-methylenebisphenol N=1N(N=C2C1C=CC=C2)C2=CC(=CC(=C2O)CC2=C(C(=CC=C2)C)O)C(C)(C)CC(C)(C)C